tert-butyl (5-chloro-3-isopropylpyrazolo[1,5-a]pyrimidin-7-yl)(4-(pyrimidin-4-yl)benzyl)carbamate ClC1=NC=2N(C(=C1)N(C(OC(C)(C)C)=O)CC1=CC=C(C=C1)C1=NC=NC=C1)N=CC2C(C)C